NC1=CC=C2C(=N1)CC[C@H]2NC([C@H](C)NC(=O)[C@H]2NCCC(=C2)C2=CC(=C(C=C2)F)F)=O (S)-N-((S)-1-(((R)-2-amino-6,7-dihydro-5H-cyclopenta[b]pyridin-5-yl)amino)-1-oxopropan-2-yl)-4-(3,4-difluorophenyl)-1,2,5,6-tetrahydropyridine-2-carboxamide